octadecyl-succinic acid amide C(CCCCCCCCCCCCCCCCC)C(C(=O)N)CC(=O)O